O=C1N(C(C2=CC=CC=C12)=O)C(C(=O)Cl)CC1=CC=CC=C1 2-(1,3-dioxoisoindol-2-yl)-3-phenylpropionyl chloride